[(2S,5R)-5-aminooxan-2-yl]{3-[4-(trifluoromethyl)phenyl]azetidin-1-yl}methanone N[C@@H]1CC[C@H](OC1)C(=O)N1CC(C1)C1=CC=C(C=C1)C(F)(F)F